C(C1=CC=CC=C1)N1C(C(OCC1=O)(C)C)C(=O)O 4-benzyl-2,2-dimethyl-5-oxomorpholine-3-carboxylic acid